(S)-1-[(R)-2-diphenylphosphinoferrocenyl]ethyl-diphenylphosphine tert-butyl-2-(4-(4-chloroquinolin-2-yl)phenyl)-4,6-dihydropyrrolo[3,4-c]pyrazole-5(2H)-carboxylate C(C)(C)(C)OC(=O)N1CC2=NN(C=C2C1)C1=CC=C(C=C1)C1=NC2=CC=CC=C2C(=C1)Cl.C1(=CC=CC=C1)P(C=1[C-](C=CC1)[C@H](C)P(C1=CC=CC=C1)C1=CC=CC=C1)C1=CC=CC=C1.[CH-]1C=CC=C1.[Fe+2]